2-(5-(5-chloro-2-((oxacyclohex-4-yl)amino)pyrimidin-4-yl)-3-oxo-2-(2-oxo-2-((1-phenylcyclopropyl)amino)ethyl)isoindolin-1-yl)acetic acid methyl ester COC(CC1N(C(C2=CC(=CC=C12)C1=NC(=NC=C1Cl)NC1CCOCC1)=O)CC(NC1(CC1)C1=CC=CC=C1)=O)=O